3,5-bis-(hydroxymethyl)-1-p-methylbenzamido-benzene OCC=1C=C(C=C(C1)CO)NC(C1=CC=C(C=C1)C)=O